octadecanoic acid, tridecyl ester C(CCCCCCCCCCCCCCCCC)(=O)OCCCCCCCCCCCCC